dimethylethyl-silicon C[Si](CC)C